[Cl-].C(CCCCCCCCCCCCCCCCC)[NH3+] N-1-octadecyl-ammonium chloride